2-amino-3'-hydroxy-2',6'-dimethyl-5-(pyrimidin-2-yl)-[1,1'-biphenyl]-3-carboxamide NC1=C(C=C(C=C1C(=O)N)C1=NC=CC=N1)C1=C(C(=CC=C1C)O)C